methyl 3-formylindolizine-2-carboxylate C(=O)C1=C(C=C2C=CC=CN12)C(=O)OC